tert-butyl (3R)-4-[2-(3,4-dihydroxyphenyl)ethylamino]-3-(octanoylamino)-4-oxo-butanoate OC=1C=C(C=CC1O)CCNC([C@@H](CC(=O)OC(C)(C)C)NC(CCCCCCC)=O)=O